tert-butyl 4-[4-[[(3S)-2,6-dioxo-3-piperidyl]oxy]phenyl]piperidine-1-carboxylate O=C1NC(CC[C@@H]1OC1=CC=C(C=C1)C1CCN(CC1)C(=O)OC(C)(C)C)=O